BrC=1C=C(C=C(C1)C1=CC=CC=C1)C1=NC=CC(=C1)C1=CC=CC=C1 2-(5-bromo-[1,1'-biphenyl]-3-yl)-4-phenylpyridine